[Si](C)(C)(C(C)(C)C)OCC(C1=CC(=C(C=C1)F)F)N1C(NC(C1=O)=CC1=CNC2=CC(=CC=C12)Cl)=O 3-{2-[(tert-butyldimethylsilyl)oxy]-1-(3,4-difluorophenyl)ethyl}-5-[(6-chloro-1H-indol-3-yl)methylene]imidazolidine-2,4-dione